C1(CC1)CC1=CN=NN1CC1=C(N=NN1C)C1=CC=C(C(=N1)C(F)F)N1C[C@H](CCC1)CC(=O)OCC ethyl (R)-2-(1-(6-(5-((5-(cyclopropylmethyl)-1H-1,2,3-triazol-1-yl)methyl)-1-methyl-1H-1,2,3-triazol-4-yl)-2-(difluoromethyl)pyridin-3-yl)piperidin-3-yl)acetate